O=C1NC(CCC1NC(=O)C1=C(C=C(C=C1)N1CCN(CC1)C(=O)OC(C)(C)C)F)=O tert-Butyl 4-(4-((2,6-dioxopiperidin-3-yl)carbamoyl)-3-fluorophenyl)piperazine-1-carboxylate